C1CC12C1(CCCC1)C2 dispiro[2.0.44.13]nonane